FC=1C(=CC(=NC1F)N1CCOCC1)I 4-(5,6-difluoro-4-iodopyridin-2-yl)morpholine